(9H-fluoren-9-yl) (S)-5-oxo-4-(pyridin-3-ylmethyl)oxazolidine-3-carboxylate O=C1[C@@H](N(CO1)C(=O)OC1C2=CC=CC=C2C=2C=CC=CC12)CC=1C=NC=CC1